(-)-1,1'-bi-2-naphthol C1=CC=C2C(=C1)C=CC(=C2C3=C(C=CC4=CC=CC=C43)O)O